CC(C)(C(C)C)NC1=NC=C(C(=N1)N[C@H]1C[C@H]([C@@H](CC1)C)O)C(=O)N 2-(2,3-dimethylbutan-2-ylamino)-4-((1R,3R,4R)-3-hydroxy-4-methylcyclohexylamino)pyrimidine-5-carboxamide